6-chloro-5'-(5-chloro-2-ethylphenyl)-2'-(2,4-dimethoxypyrimidin-5-yl)-3'-isopropyl-3'H-spiro[indoline-3,4'-pyrrolo[3,4-d]imidazole]-2,6'(5'H)-dione ClC1=CC=C2C(=C1)NC(C21N(C(C=2N=C(N(C21)C(C)C)C=2C(=NC(=NC2)OC)OC)=O)C2=C(C=CC(=C2)Cl)CC)=O